C(C=C)(=O)N1C[C@@H](N(C[C@H]1C)C=1C2=C(N(C(N1)=O)C=1C(=NC=CC1C)C(C)C)N=C(C(=C2)Cl)Cl)C (M)-4-((2S,5R)-4-acryloyl-2,5-dimethylpiperazin-1-yl)-6,7-dichloro-(2-isopropyl-4-methylpyridin-3-yl)pyrido[2,3-d]pyrimidin-2(1H)-one